C1(CC1)C=1N=C(SC1)C(CNC(=O)C1=NOC(=C1)C1=NC=C(C=C1F)F)(C)C=1C=NN(C1)C N-[2-(4-cyclopropylthiazol-2-yl)-2-(1-methylpyrazol-4-yl)propyl]-5-(3,5-difluoro-2-pyridyl)isoxazole-3-carboxamide